(3-(6-(2-((1-(2,2-Difluoroethyl)-3-methoxy-1H-pyrazol-4-yl)amino)pyrimidin-4-yl)pyridin-2-yl)-1-((2-(trimethylsilyl)ethoxy)methyl)-1H-pyrazol-5-yl)-3-hydroxy-1-methylpyrrolidin-2-one FC(CN1N=C(C(=C1)NC1=NC=CC(=N1)C1=CC=CC(=N1)C1=NN(C(=C1)C1(C(N(CC1)C)=O)O)COCC[Si](C)(C)C)OC)F